C1(CC1)C1=CC(=NN1)NC1=NC(=NC=C1)N1C2CC(C1)(C2)C(=O)O 2-[4-[(5-Cyclopropyl-1H-pyrazol-3-yl)amino]pyrimidin-2-yl]-2-azabicyclo[2.1.1]hexane-4-carboxylic acid